F[C@]1(CN(CC[C@@H]1OC)C1=NC=CC(=N1)N)C 2-((3S,4S)-3-fluoro-4-methoxy-3-methylpiperidin-1-yl)pyrimidin-4-amine